N-(2-iodo-4-(perfluoropropane-2-yl)-6-(trifluoromethyl)phenyl)-2-fluoro-3-((hydroxy)(6-fluoropyridine-3-carbonyl)amino)benzamide IC1=C(C(=CC(=C1)C(C(F)(F)F)(C(F)(F)F)F)C(F)(F)F)NC(C1=C(C(=CC=C1)N(C(=O)C=1C=NC(=CC1)F)O)F)=O